N1(CCOCC1)C=1C(=NC=CN1)N 3-(morpholin-4-yl)pyrazin-2-amine